N-(4-(4-((3-(1-acryloylpiperidin-4-yl)-1H-pyrazolo[3,4-d]pyrimidin-4-yl)amino)-3-fluorophenoxy)pyridin-2-yl)-1-methyl-1H-pyrazole-4-carboxamide C(C=C)(=O)N1CCC(CC1)C1=NNC2=NC=NC(=C21)NC2=C(C=C(OC1=CC(=NC=C1)NC(=O)C=1C=NN(C1)C)C=C2)F